COC1=CC=2N(C=C1C(=O)NC1=NC(=CC=C1)OC)C=C(N2)C2CC21COCC1 7-methoxy-N-(6-methoxypyridin-2-yl)-2-(5-oxaspiro[2.4]heptan-1-yl)imidazo[1,2-a]pyridine-6-carboxamide